(3r,5s)-tert-butyl 4-(2-((3-((2,6-dioxopiperidin-3-yl) amino) phenyl) amino)-2-oxoethyl)-3,5-dimethylpiperazine-1-carboxylate O=C1NC(CCC1NC=1C=C(C=CC1)NC(CN1[C@@H](CN(C[C@@H]1C)C(=O)OC(C)(C)C)C)=O)=O